C(=O)(O)C(O)C(O)C(=O)O.C(C#C)[C@@]1(CCC2=CC=CC=C12)N.C(C#C)[C@@]1(CCC2=CC=CC=C12)N propargyl-1(R)-aminoindan hemitartrate